C1(CC1)NC(=O)C=1C=C(C(=C(C1)C1=NC=C(C(=O)NC(C)C2CC2)C=C1)C)F 6-(5-cyclopropylcarbamoyl-3-fluoro-2-methyl-phenyl)-N-(1-cyclopropylethyl)nicotinamide